N-(4-methoxybenzyl)-indole COC1=CC=C(CN2C=CC3=CC=CC=C23)C=C1